C(C)(C)(C)N1CC=C(C=C1)NC(CC1=CC(=C(C=C1)Cl)O)=O N-tert.-Butyl-4-[[2-(4-chloro-3-hydroxyphenyl)acetyl]amino]pyridin